O-benzoyl-N-benzyl-N-(cyclopropylmethyl)hydroxylamine C(C1=CC=CC=C1)(=O)ON(CC1CC1)CC1=CC=CC=C1